C(C)(C)(C)N1N(NC2=C1C=C(C=C2)Cl)C2=C(C=CC(=C2)C)O 3-t-butyl-2-(hydroxy-5-methylphenyl)-5-chlorobenzotriazole